C(C)(C)(C)OC(N(C1=NC=C(C2=CC=C(C=C12)C=1C=NN(C1)C)C=1SC(=C(N1)CN(C)C(=O)OC(C)(C)C)C1CCOCC1)C(=O)OC(C)(C)C)=O tert-butyl(tert-butoxycarbonyl)(4-(4-(((tert-butoxycarbonyl)(methyl)amino)methyl)-5-(tetrahydro-2H-pyran-4-yl)thiazol-2-yl)-7-(1-methyl-1H-pyrazol-4-yl)isoquinolin-1-yl)carbamate